2-(benzyloxy)-N-(7-(3-chlorophenyl)-7-hydroxy-4,5,6,7-tetrahydrobenzo[d]thiazol-2-yl)acetamide C(C1=CC=CC=C1)OCC(=O)NC=1SC2=C(N1)CCCC2(O)C2=CC(=CC=C2)Cl